CN1N=C(C=C1C(=O)[O-])COC(F)(F)F.[Li+].ClC=1C=C2C(=CC(=NC2=CC1)C(F)(F)F)N[C@@H]1C[C@@H](CCC1)NC(=O)N1CCCC1 N-[(1R,3S)-3-{[6-chloro-2-(trifluoromethyl)quinolin-4-yl]amino}cyclohexyl]pyrrolidine-1-carboxamide lithium 1-methyl-3-((trifluoromethoxy)methyl)-1H-pyrazole-5-carboxylate